C(C(C)C)C1=NOC(=N1)C1CCN(CC1)C=1SC2=C(C(N1)=O)C(=C(C=C2[N+](=O)[O-])C(F)(F)F)C 2-(4-(3-isobutyl-1,2,4-oxadiazol-5-yl)piperidin-1-yl)-5-methyl-8-nitro-6-(trifluoromethyl)-4H-benzo[e][1,3]thiazin-4-one